C(C)S(=O)(=O)NCCCN(CCCCCCCC(=O)OCCC(CCCC)CCCC)CCCCCCCC(=O)OC(CCCCCCCC)CCCCCCCC 3-Butylheptyl 8-((3-(ethylsulfonamido)propyl)(8-(heptadecan-9-yloxy)-8-oxooctyl)amino)octanoate